1-[4-(2,3-dimethylphenyl)piperazin-1-yl]-2-{3-[(3R,5S)-3,5-dimethylpiperazine-1-carbonyl]-5,6-dihydrocyclopenta[c]pyrazol-1(4H)-yl}ethan-1-one CC1=C(C=CC=C1C)N1CCN(CC1)C(CN1N=C(C2=C1CCC2)C(=O)N2C[C@H](N[C@H](C2)C)C)=O